(5-Fluoro-2-iodobenzofuran-4-yl)methanol FC=1C=CC2=C(C=C(O2)I)C1CO